CC(CC)C1CCCC=2C=CC=NC12 (+-)-8-(2-butanyl)-5,6,7,8-tetrahydroquinoline